(4-aminoimidazo[1,5-a]pyrido[3,4-e]pyrazin-8-yl)((3S,4aS,9bS)-3-methyl-7-(trifluoromethyl)-3,4,4a,9b-tetrahydrobenzofuro[3,2-b]pyridin-1(2H)-yl)methanone NC=1C=2N(C3=C(N1)C=NC(=C3)C(=O)N3[C@@H]1[C@H](C[C@@H](C3)C)OC3=C1C=CC(=C3)C(F)(F)F)C=NC2